2-chloro-N-(1,3-dimethylpyrazol-4-yl)sulfonyl-6-[3-(2-dispiro[2.0.2.1]heptane-7-ylethoxy)pyrazol-1-yl]pyridine-3-carboxamide ClC1=NC(=CC=C1C(=O)NS(=O)(=O)C=1C(=NN(C1)C)C)N1N=C(C=C1)OCCC1C2(C13CC3)CC2